2-[4-[(3-cyano-4-methyl-1H-indol-7-yl)sulfamoyl]pyrazol-1-yl]-N-methylacetamide C(#N)C1=CNC2=C(C=CC(=C12)C)NS(=O)(=O)C=1C=NN(C1)CC(=O)NC